3-Methyl-1,2,4-triazolo[3,4-a]phthalazine CC1=NN=C2N1N=CC1=CC=CC=C21